perfluorosulfonylvinyl ether fluoride [F-].FS(=O)(=O)C=COC=CS(=O)(=O)F